4-(7-(3-Aminopiperidin-1-yl)-3-(2-fluoro-4-(piperidin-1-yl)phenyl)-3H-imidazo[4,5-b]pyridin-2-yl)-2-fluorobenzonitrile NC1CN(CCC1)C1=C2C(=NC=C1)N(C(=N2)C2=CC(=C(C#N)C=C2)F)C2=C(C=C(C=C2)N2CCCCC2)F